C(C1=CC=CC=C1)OC(=O)N1CCN(CC1)CC1CCNCC1 4-(piperidin-4-ylmethyl)piperazine-1-carboxylic acid benzyl ester